C[C@]12CC(C[C@](CC1)(N2)C)N(C2=CN=C(N=N2)C2=C(C=C(C=C2)N2C=NC=C2)O)C 2-(6-(((1R,3s,5S)-1,5-dimethyl-8-azabicyclo[3.2.1]octan-3-yl)(methyl)amino)-1,2,4-triazin-3-yl)-5-(1H-imidazol-1-yl)phenol